C(C)N1C=CC2=CC=C(C=C12)C=1C=C(C=CC1)[C@H](CC(=O)OCC)NC(=O)NC=1C(N(C=CC1O)C)=O ethyl (S)-3-(3-(1-ethyl-1H-indol-6-yl)phenyl)-3-(3-(4-hydroxy-1-methyl-2-oxo-1,2-dihydro pyridin-3-yl)ureido)propanoate